FC(C=1C(=C(C=CC1)[C@@H](C)NC1=NC(=NC2=CC3=C(C=C12)OCCO3)C)F)F (R)-N-(1-(3-(difluoromethyl)-2-fluorophenyl)ethyl)-2-methyl-7,8-dihydro-[1,4]dioxino[2,3-g]quinazolin-4-amine